6-chloro-8-bromo-chromone ClC=1C=C2C(C=COC2=C(C1)Br)=O